FC=1C=C(C=CC1)[C@@H]1N(CCC1)C=1C=CC=2N(N1)C(=CN2)C2=CC=CC(=N2)N2CCN(CC2)CC2=C(C=CC=C2)N2C(NC(CC2)=O)=O (R)-1-(2-((4-(6-(6-(2-(3-fluorophenyl)pyrrolidin-1-yl)imidazo[1,2-b]pyridazin-3-yl)pyridin-2-yl)piperazin-1-yl)methyl)phenyl)dihydropyrimidine-2,4(1H,3H)-dione